4-(trifluoromethylthio)phenyl isocyanate FC(SC1=CC=C(C=C1)N=C=O)(F)F